ethyl 2-(4-bromophenyl)-4,4,4-trifluoro-2-hydroxy-butanoate BrC1=CC=C(C=C1)C(C(=O)OCC)(CC(F)(F)F)O